3-bromo-N-(2-bromoethyl)-N-(2,6-difluorophenyl)-1H-1,2,4-triazol-5-amine BrC1=NNC(=N1)N(C1=C(C=CC=C1F)F)CCBr